4-BROMO-2-FLUOROPHENYLISOCYANIDE BrC1=CC(=C(C=C1)[N+]#[C-])F